C1(=CC(=CC=C1)C1=NN(C=C1)C=1C=C(C=2N=C3N(CCNC3)C2N1)N1CCOCC1)C 4-(2-(3-(m-tolyl)-1H-pyrazol-1-yl)-6,7,8,9-tetrahydropyrido[3',2':4,5]imidazo[1,2-a]pyrazin-4-yl)morpholine